N,N'-ethylenebis(thiocarbamoylthiozinc) C(CNC(=S)S[Zn])NC(=S)S[Zn]